N-((1r,4r)-4-(3,3-Difluoroazetidin-1-yl)cyclohexyl)-5,6-dihydrobenzo[f]imidazo[1,5-d][1,4]oxazepine-10-carboxamide FC1(CN(C1)C1CCC(CC1)NC(=O)C=1C=CC2=C(C=3N(CCO2)C=NC3)C1)F